FC1=C(C=CC(=C1)C1CCC(CC1)CCC)C=1SC(=CC1)C(F)(F)F 2-[2-Fluoro-4-(4-propylcyclohexyl)phenyl]-5-(trifluoromethyl)thiophene